COC=1C=C(C=CC1)N1C(=C2C(N(N=CC2=C1C)C1=NC=CC(=C1)OC)=O)C 6-(3-Methoxyphenyl)-2-(4-methoxypyridin-2-yl)-5,7-dimethyl-2,6-dihydro-1H-pyrrolo[3,4-d]pyridazin-1-one